C(#N)C1=NC2=CC(=CC(=C2N=C1N1C2CC(C(C1)C2)(F)F)[C@@H](C)NC2=C(C(=O)O)C=CC=C2)C 2-(((1R)-1-(2-cyano-3-(5,5-difluoro-2-azabicyclo[2.2.1]heptan-2-yl)-7-methylquinoxalin-5-yl)ethyl)amino)benzoic acid